2,2-Bis(4-aminophenyl)cyclohexane NC1=CC=C(C=C1)C1(CCCCC1)C1=CC=C(C=C1)N